(5-cyclobutyl-1-methyl-1H-pyrazol-3-yl)methyl ((7-chloro-2-(2,6-dioxopiperidin-3-yl)-4-fluoro-3-oxoisoindolin-5-yl)methyl)carbamate ClC=1C=C(C(=C2C(N(CC12)C1C(NC(CC1)=O)=O)=O)F)CNC(OCC1=NN(C(=C1)C1CCC1)C)=O